2-FORMYLQUINOLINE-6-CARBOXYLIC ACID C(=O)C1=NC2=CC=C(C=C2C=C1)C(=O)O